cyclobutyl (4-cyclobutyl-1-methyl-3-(1-(trifluoromethyl)cyclopropyl)-1H-pyrazol-5-yl)carbamate C1(CCC1)C=1C(=NN(C1NC(OC1CCC1)=O)C)C1(CC1)C(F)(F)F